3-(benzyloxy)-2-(4-((tert-butyldimethylsilyl)oxy)-3,3-dimethylbut-1-yn-1-yl)-N-(4-fluoro-3-methoxyphenyl)aniline C(C1=CC=CC=C1)OC=1C(=C(NC2=CC(=C(C=C2)F)OC)C=CC1)C#CC(CO[Si](C)(C)C(C)(C)C)(C)C